C(CCCCCCCCCCC)[SH-]C([S-])=SC(C)C S-dodecyl-S''-isopropyl-trithiocarbonate